methyl 2-(piperidin-2-yl)-2-(p-tolyl)acetate hydrochloride Cl.N1C(CCCC1)C(C(=O)OC)C1=CC=C(C=C1)C